Thiazolo[3,2-a][1,8]Naphthyridine-6-carboxylic acid ethyl ester C(C)OC(=O)C=1C2N(C=3N=CC=CC3C1)C=CS2